NC1CCN(CC1)CC1=COC2=C1C=C(C(=C2)C2=CC=C(C=C2)C)C2=CC=C(C#N)C=C2 4-(3-((4-aminopiperidin-1-yl)methyl)-6-(p-tolyl)benzofuran-5-yl)benzonitrile